thiocyanic acid 1-{[3-(2-chlorophenyl)-2-(2,4-difluorophenyl) oxiran-2-yl] methyl}-1H-1,2,4-triazol-5-yl ester ClC1=C(C=CC=C1)C1C(O1)(C1=C(C=C(C=C1)F)F)CN1N=CN=C1SC#N